16Z-pentaenoic acid C(C=CCC)(=O)O